CC(C)C(C)(C)C(C)(C)C(C)(C)S t-dodecanethiol